C1=NC=C(C2=CC=CC=C12)N1C(N(CC1C#N)C=1N(C=CN1)COCC[Si](C)(C)C)=O 3-(isoquinolin-4-yl)-2-oxo-1-(1-((2-(trimethylsilyl)ethoxy)methyl)-1H-imidazol-2-yl)imidazoline-4-carbonitrile